2-sulfonylaminopyrrole S(=O)(=O)=NC=1NC=CC1